C(C)N1C(CC(C1)C(=O)N1CC=2C=CC(=NC2CC1)OCC1=C(N=NN1C1=CC=C(C=C1)F)C)=O 1-ethyl-4-(2-{[1-(4-fluorophenyl)-4-methyl-1H-1,2,3-triazol-5-yl]methoxy}-5,6,7,8-tetrahydro-1,6-naphthyridine-6-carbonyl)pyrrolidin-2-one